(5-(5-((trimethylsilyl)ethynyl)benzo[d]thiazol-2-yl)pyridin-3-yl)acetamide Methyl-3-((2-amino-4-hydroxy-6-methylpyrimidin-5-yl)methyl)-4-methoxybenzoate COC(C1=CC(=C(C=C1)OC)CC=1C(=NC(=NC1C)N)O)=O.C[Si](C)(C)C#CC=1C=CC2=C(N=C(S2)C=2C=C(C=NC2)CC(=O)N)C1